FC(C1=NN=C(S1)C1=NC=C2N1C=C(C=C2N2C[C@@H](OC[C@@H]2CC)COC)S(=O)(=O)NC2(COC2)C)F 3-(5-(difluoromethyl)-1,3,4-thiadiazol-2-yl)-8-((2R,5S)-5-ethyl-2-(methoxymethyl)morpholino)-N-(3-methyloxetan-3-yl)imidazo[1,5-a]pyridine-6-sulfonamide